4-(4-(2,4-difluorophenoxy)piperidin-1-yl)5-nitropicolinic acid FC1=C(OC2CCN(CC2)C2=CC(=NC=C2[N+](=O)[O-])C(=O)O)C=CC(=C1)F